5'-TBDMSdeoxythymidine [Si](C)(C)(C(C)(C)C)C([C@@H]1[C@H](C[C@@H](O1)N1C(=O)NC(=O)C(C)=C1)O)O